2-hydrazino-N-(3-iodophenyl)-N-methyl-7-nitroquinazolin-4-amine N(N)C1=NC2=CC(=CC=C2C(=N1)N(C)C1=CC(=CC=C1)I)[N+](=O)[O-]